4-Carboxybenzenediazonium C(=O)(O)C1=CC=C(C=C1)[N+]#N